C(C1=CC=CC=C1)OC1=CC=C(C=C1)C(CC1CC1)(COC1OCCCC1)C1=NC(=NC2=CC=C(C=C12)C=1C(=CC(N(C1)C)=O)OC)Cl 5-(4-(2-(4-(benzyloxy)phenyl)-1-cyclopropyl-3-((tetrahydro-2H-pyran-2-yl)oxy)propan-2-yl)-2-chloroquinazoline-6-yl)-4-methoxy-1-methylpyridin-2(1H)-one